7-BROMO-4-CHLORO-5-FLUOROCINNOLINE BrC1=CC(=C2C(=CN=NC2=C1)Cl)F